9-benzyl-6-bromo-9H-purin-2-amine C(C1=CC=CC=C1)N1C2=NC(=NC(=C2N=C1)Br)N